tert-butyl 4-(2-methylsulfanyl-5,7-dioxo-8H-pyrimido[4,5-d]pyrimidin-6-yl)-3,4-dihydro-2H-quinoline-1-carboxylate CSC=1N=CC2=C(NC(N(C2=O)C2CCN(C3=CC=CC=C23)C(=O)OC(C)(C)C)=O)N1